cyclopentylglycolate C1(CCCC1)C(C(=O)[O-])O